5,6-difluoro-4-methyl-8-aminoquinoline FC1=C2C(=CC=NC2=C(C=C1F)N)C